N-(trans-1,3-dimethylpiperidin-4-yl)-1-(2-methylbenzyl)cyclopropane-1-carboxamide CN1C[C@H]([C@@H](CC1)NC(=O)C1(CC1)CC1=C(C=CC=C1)C)C